2-benzyl-N-(8-fluoro-4-methyl-3-quinolyl)-4-methyl-pent-4-enamide C(C1=CC=CC=C1)C(C(=O)NC=1C=NC2=C(C=CC=C2C1C)F)CC(=C)C